FC1(CN(C1)C1=NC(=CC(=N1)C1=NN=C(O1)C1=C(C=C(C=C1)NS(=O)(=O)CCO)N1CCC2(CC2)CC1)C)F N-(4-(5-(2-(3,3-difluoroazetidin-1-yl)-6-methylpyrimidin-4-yl)-1,3,4-oxadiazol-2-yl)-3-(6-azaspiro[2.5]oct-6-yl)phenyl)-2-hydroxyethane-1-sulfonamide